[Au].CC(C(C)=O)(C(C)=O)C dimethyl-(acetylacetone) gold